(E)-4-(1-(3-chloro-4-(trifluoromethyl)phenyl)cyclobutoxy)-4-oxobut-2-enoic acid ClC=1C=C(C=CC1C(F)(F)F)C1(CCC1)OC(/C=C/C(=O)O)=O